OC=1C=C(C2=CC=CC=C2C1)C1=CC=C2C(=NC(=NC2=C1)OCC12CCCN2CCC1)N1C[C@H]2CC[C@@H](C1)N2C(=O)OC2COCC2 tetrahydrofuran-3-yl (1R,5S)-3-(7-(3-hydroxynaphthalen-1-yl)-2-((tetrahydro-1H-pyrrolizin-7a(5H)-yl)methoxy)quinazolin-4-yl)-3,8-diazabicyclo[3.2.1]octane-8-carboxylate